ClC=1C=C(C=CC1OC(C)C)C1=NC(=NO1)N1C=CC2=CC(=CC=C12)C=O 1-(5-(3-Chloro-4-isopropoxyphenyl)-1,2,4-oxadiazol-3-yl)-1H-indole-5-carbaldehyde